1-Amino-2-(3-hydroxy-2,6-dimethylphenyl)-2,8-dihydro-9H-2,3,8-triazabenzo[cd]azulene NC=1N(C2=C3C(C=CNCC13)=CC=N2)C2=C(C(=CC=C2C)O)C